(5-(5-Methylthiophene-2-yl)-1-propionyl-4,5-dihydro-1H-pyrazol-3-yl)-4-methylthiophene CC1=CC=C(S1)C1CC(=NN1C(CC)=O)C=1SC=C(C1)C